CC=1C2=C(NC1)C=C(S2)C(=O)OCC ethyl 6-methyl-4H-thieno[3,2-b]pyrrole-2-carboxylate